6-((2-(2,6-Dioxopiperidin-3-yl)-1,3-dioxoisoindolin-5-yl)amino)hexyl 4-methylbenzenesulfonate CC1=CC=C(C=C1)S(=O)(=O)OCCCCCCNC=1C=C2C(N(C(C2=CC1)=O)C1C(NC(CC1)=O)=O)=O